2-(4-Oxocyclohexyl)acetic acid tert-butyl ester C(C)(C)(C)OC(CC1CCC(CC1)=O)=O